C(C)(C)OC([C@H](C)N=P(=O)OC1=C(C=CC=2CCCCC12)OCC=1C=NC(=C(C1C=O)O)C)=O.C[C@H]1CN(C[C@H](O1)C)C1=CC=C(N)C=C1 4-((2s,6r)-2,6-dimethylmorpholinyl)aniline (2S)-Isopropyl-2-(((4-formyl-5-hydroxy-6-methylpyridin-3-yl)methoxy)(5,6,7,8-tetrahydronaphthalen-1-yloxy)phosphorylamino)propanoate